oxalic acid lithium salt [Li+].C(C(=O)[O-])(=O)[O-].[Li+]